FC1=CC=2NC([C@@H]3N(C2N=C1)CCNC3)=O (R)-3-fluoro-7,8,9,10-tetrahydro-5H-pyrazino[1,2-a]pyrido[3,2-e]pyrazin-6(6aH)-one